FC1=C(C=CC(=C1CO)F)NS(=O)(=O)C=1C(=NC=C(C1)F)OC N-[2,4-difluoro-3-(hydroxymethyl)phenyl]-5-fluoro-2-methoxypyridine-3-sulfonamide